ClC1=C(C=CC(=C1)Cl)N1CCN(CC1)CC=1C=C2CN(C(C2=CC1)=O)C1C(NC(CC1)=O)=O 3-(5-((4-(2,4-dichlorophenyl)piperazin-1-yl)methyl)-1-oxoisoindolin-2-yl)piperidine-2,6-dione